10,10-Dimethyl-3,6-bis(pyrrolidin-1-yl-d8)anthracen-9(10H)-one CC1(C=2C=C(C=CC2C(C2=CC=C(C=C12)N1C(C(C(C1([2H])[2H])([2H])[2H])([2H])[2H])([2H])[2H])=O)N1C(C(C(C1([2H])[2H])([2H])[2H])([2H])[2H])([2H])[2H])C